N1[C@@H](CCC1)C1=NN=NN1 5-[(S)-2-pyrrolidinyl]-1H-1,2,3,4-tetrazole